ClC=1C=C2C(=CC1)NC(C21CCNCC1)=O 5-chlorospiro[indoline-3,4'-piperidin]-2-one